7-(methylsulfonyl)-1H-indole-6-Carboxylic acid CS(=O)(=O)C=1C(=CC=C2C=CNC12)C(=O)O